C(CCCCCCCCCCCC=CCCCCCCCC)(=O)OCCCCCCCCCCCCCCCCCCCCCCCCCCCCCCCCCCCCCCCC(=O)O 40-(docos-13-enoyloxy)-tetracontanoic acid